4-[(3-{4-[(1-cyclopropylpiperidin-4-yl)amino]-1-(2,2,2-trifluoroethyl)-1H-indol-2-yl}prop-2-yn-1-yl)amino]-3-methoxybenzoic acid C1(CC1)N1CCC(CC1)NC1=C2C=C(N(C2=CC=C1)CC(F)(F)F)C#CCNC1=C(C=C(C(=O)O)C=C1)OC